5-[7-(2,4-difluoro-6-isopropoxy-phenyl)-6-(5,6,7,8-tetrahydro-2,6-naphthyridin-3-yl)thieno[3,2-c]pyridin-4-yl]isoindolin-1-one FC1=C(C(=CC(=C1)F)OC(C)C)C=1C2=C(C(=NC1C=1N=CC=3CCNCC3C1)C=1C=C3CNC(C3=CC1)=O)C=CS2